5-chloro-1-methyl-3-(pyrimidin-5-yl)-1H-pyrazolo[3,4-b]pyridine ClC=1C=C2C(=NC1)N(N=C2C=2C=NC=NC2)C